ClC1=C(C=CC(=C1)C#C)CN (2-chloro-4-ethynyl-phenyl)methanamine